C(C(C)C)(=O)N1C[C@@H](N(CC1)C(C(=O)N)=O)C1=CC=CC=C1 (S)-2-(4-isobutyryl-2-phenylpiperazin-1-yl)-2-oxoacetamide